methylene diphosphonate P1(=O)OCOP(O1)=O